IC1=C(C=CC=C1O[C@H]([C@H](CO[Si](C1=CC=CC=C1)(C1=CC=CC=C1)C(C)(C)C)C1=C(C=CC(=C1)C)S(=O)(=O)N)C1=CC=C(C=C1)[N+](=O)[O-])O[C@H]([C@H](CO[Si](C1=CC=CC=C1)(C1=CC=CC=C1)C(C)(C)C)C1=C(C=CC(=C1)C)S(=O)(=O)N)C1=CC=C(C=C1)[N+](=O)[O-] (1r,1'r,2s,2's)-((2-iodo-1,3-phenylene)bis(oxy)bis(3-(tert-butyldiphenylsiloxy)-1-(4-nitrophenyl)propane-1,2-diyl))bis(4-methylbenzenesulfonamide)